(5-methyl-2-oxo-1,3-dioxol-4-yl) methyl 2-methylenesuccinate C=C(C(=O)OC=1OC(OC1C)=O)CC(=O)OC